FC(CN1C=NC(=C1C=1C=CC=2N(C1)C=CN2)C2=CC(=C(C=C2)F)F)F 6-(1-(2,2-difluoroethyl)-4-(3,4-difluorophenyl)-1H-imidazol-5-yl)imidazo[1,2-a]pyridine